Cl.N[C@@H]1C[C@@H](CC1)C(=O)OC (1R,3S)-Methyl 3-aminocyclopentanecarboxylate hydrochloride